5-(4-methoxyphenyl)-1,3-cyclohexanedione COC1=CC=C(C=C1)C1CC(CC(C1)=O)=O